6-anthraquinone-disulfonic Acid C1=C(C=CC=2C(C3=CC(=CC=C3C(C12)=O)S(=O)(=O)O)=O)S(=O)(=O)O